The molecule is a viscumneoside that is homoeriodictyol in which the hydroxy group at position 7 has been converted into the corresponding beta-D-glucopyranoside, the 2-hydroxy group of which has been converted to its beta-D-apiofuranoside derivative. Found in Viscum coloratum, an evergreen hemiparasitic plant whose stems and leaves are used in traditional Chinese medicine for the treatment of rheumatism. It has a role as a plant metabolite. It is a viscumneoside, a flavanone glycoside and a beta-D-glucoside. It derives from a beta-D-apiose and a homoeriodictyol. COC1=C(C=CC(=C1)[C@@H]2CC(=O)C3=C(C=C(C=C3O2)O[C@H]4[C@@H]([C@H]([C@@H]([C@H](O4)CO)O)O)O[C@H]5[C@@H]([C@](CO5)(CO)O)O)O)O